C(#N)C1=CC(=C(COC2=CC=CC(=N2)C2=CC(=C(CC3=NC4=C(N3[C@H]3COC[C@H]3CO)C=C(C=C4)C(=O)O)C=C2F)F)C=C1)F 2-(4-(6-((4-cyano-2-fluorobenzyl)oxy)pyridin-2-yl)-2,5-difluorobenzyl)-1-((3R,4R)-4-(hydroxymethyl)tetrahydrofuran-3-yl)-1H-benzo[d]imidazole-6-carboxylic acid